1-ethyl-3-(3'-((4-fluorobenzyl)sulfonyl)-3-methoxy-5'-morpholino-[1,1'-biphenyl]-4-yl)urea C(C)NC(=O)NC1=C(C=C(C=C1)C1=CC(=CC(=C1)N1CCOCC1)S(=O)(=O)CC1=CC=C(C=C1)F)OC